tert-butyl 2-(2-chloro-6-methylpyrimidin-4-yl)-5,8,11,14-tetraoxa-2-azaheptadecan-17-oate ClC1=NC(=CC(=N1)N(C)CCOCCOCCOCCOCCC(=O)OC(C)(C)C)C